(3H)-benzothiazoleselenone S1(CNC2=C1C=CC=C2)=[Se]